OC(CN(CCCCCCCC(=O)OC(CCCCCCCC)CCCCCCCC)CCCCCC(OCCCCCCCCCCC)=O)CCCCNC(=O)N heptadecan-9-yl 8-((2-hydroxy-6-Ureidohexyl)(6-oxo-6-(undecyloxy)hexyl)amino)octanoate